(R)-alpha-cyano-3-phenoxybenzyl-(1R,3R)-3-(2,2-dibromoethenyl)-2,2-dimethylcyclopropanecarboxylate C(#N)[C@@H](C1=CC(=CC=C1)OC1=CC=CC=C1)OC(=O)[C@H]1C([C@H]1C=C(Br)Br)(C)C